O[C@@H]1CN(CC1)C1=NC(=NC(=C1)C1=CC=C(C=C1)C(F)(F)F)C#N (S)-4-(3-hydroxypyrrolidin-1-yl)-6-(4-(trifluoromethyl)phenyl)pyrimidine-2-carbonitrile